ClC1=CC=C(C=N1)NC(C1=C(N=CC=C1C1=C(C=CC=C1)F)C1=CCCC1)=O N-(6-chloropyridin-3-yl)-2-(cyclopent-1-en-1-yl)-4-(2-fluorophenyl)nicotinamide